C(C)OC1=NC=C(C(=C1)C1=NN(C=2C[C@@H](CCC12)C(=O)N[C@@]1(CS(CC1)(=O)=O)C)[C@@H](C)C(C)(C)O)F (R)-3-(2-ethoxy-5-fluoropyridin-4-yl)-1-((S)-3-hydroxy-3-methylbutan-2-yl)-N-((S)-3-methyl-1,1-dioxidotetrahydrothiophen-3-yl)-4,5,6,7-tetrahydro-1H-indazole-6-carboxamide